maleimido-hexanoate C1(C=CC(N1C(C(=O)[O-])CCCC)=O)=O